C(C)(C)(C)CC(=O)OC1CCN(CC1)CC1=C2C(=NN(C2=CC=C1)C1C(NC(CC1)=O)=O)C 1-((1-(2,6-dioxopiperidin-3-yl)-3-methyl-1H-indazol-4-yl)methyl)piperidin-4-yl (tert-Butyl methyl)carboxylate